FC1(CN(CC1C)C=1N=C2N(C(C1C)=O)C=C(C=C2[C@@H](C)NC2=C(C(=O)O)C=CC=C2)C)F 2-(((1R)-1-(2-(3,3-difluoro-4-methylpyrrolidin-1-yl)-3,7-dimethyl-4-oxo-4H-pyrido[1,2-a]pyrimidin-9-yl)ethyl)amino)benzoic acid